2-(5-chloro-2-fluoro-4-(2-fluoro-4-hydroxy-3-isopropylbenzyl)-3-(prop-1-en-2-yl)phenoxy)acetic acid ClC=1C(=C(C(=C(OCC(=O)O)C1)F)C(=C)C)CC1=C(C(=C(C=C1)O)C(C)C)F